ClC=1C(=C(C(=O)NC)C=CC1C[C@@H](CNC(CC(C1(CC1)C(F)(F)F)C1=NC=C(C=N1)Cl)=O)N(C)C)F 3-chloro-4-((2S)-3-(3-(5-chloropyrimidin-2-yl)-3-(1-(trifluoromethyl)cyclopropyl)propanamido)-2-(dimethylamino)propyl)-2-fluoro-N-methylbenzamide